2-(5-chloro-2-fluorophenyl)-3-(pyridazin-4-yl)-3H-imidazole ClC=1C=CC(=C(C1)C1=NC=CN1C1=CN=NC=C1)F